N-(9,9-diphenyl-9H-fluoren-2-yl)-N-(4-(phenanthren-9-yl)phenyl)-9,9-diphenyl-9H-fluoren-2-amine C1(=CC=CC=C1)C1(C2=CC=CC=C2C=2C=CC(=CC12)N(C1=CC=2C(C3=CC=CC=C3C2C=C1)(C1=CC=CC=C1)C1=CC=CC=C1)C1=CC=C(C=C1)C=1C2=CC=CC=C2C=2C=CC=CC2C1)C1=CC=CC=C1